C(C)(C)(C)OC(=O)C=1C=2N(C(=CC1OCC1=CC=CC=C1)C1=CC3=CC=CC=C3CC1)N=CN2 5-(3,4-dihydronaphthalen-2-yl)-7-(benzyloxy)-[1,2,4]triazolo[1,5-a]pyridine-8-carboxylic acid tert-butyl ester